C(CCC)OC=1C(=C(C(=CC1)C1=C(C(=CC=C1)F)F)O)F butoxy-2',3,3'-trifluoro-[1,1'-biphenyl]-2-ol